N-{4-[3-(5-chlorothiophen-2-yl)-1H-pyrrolo[3,2-b]pyridin-2-yl]pyridin-2-yl}-2-(4-fluorophenyl)acetamide ClC1=CC=C(S1)C1=C(NC=2C1=NC=CC2)C2=CC(=NC=C2)NC(CC2=CC=C(C=C2)F)=O